(S)-1-amino-5-(trifluoromethyl)pyrrolidin-2-one NN1C(CC[C@H]1C(F)(F)F)=O